FC=1C=CC2=C(C(=C(O2)[C@H](C(C)C)NC(=O)NC=2C=NC(=CC2)C(=O)N2CC(C2)F)C)C1 (S)-1-(1-(5-fluoro-3-methylbenzofuran-2-yl)-2-methylpropyl)-3-(6-(3-fluoroazetidine-1-carbonyl)pyridin-3-yl)urea